tert-butyl 6-(6-((2,4,6-trifluorobenzoyl) amino) pyridine-2-carbonyl)-2-azaspiro[3.3]heptane-2-carboxylate FC1=C(C(=O)NC2=CC=CC(=N2)C(=O)C2CC3(CN(C3)C(=O)OC(C)(C)C)C2)C(=CC(=C1)F)F